3,5-dimethylpiperazine-1-carboxylate CC1CN(CC(N1)C)C(=O)[O-]